CN(C(C1=C(C=CC=C1)SC1=CC=C2C(=NNC2=C1)\C=C\C1=NC=CC=C1)=O)COP(=O)(O)O N-methyl-N-(phosphonooxy)methyl-2-((3-((E)-2-(2-pyridinyl)vinyl)-1H-indazol-6-yl)thio)benzamide